NCCOC=1C=C(C=C(C1)OC)C[C@H](C(=O)OC(C)(C)C)[C@@H]1CN(CC1)C(=O)OC(C)(C)C tert-butyl (R)-3-((S)-3-(3-(2-aminoethoxy)-5-methoxyphenyl)-1-(tert-butoxy)-1-oxopropane-2-yl)pyrrolidine-1-carboxylate